COC(C1=C(C(=C(C(=C1F)F)NCC1=CC=CC=C1)F)F)=O.ClC1=C(C=CC(=C1)F)C(=O)N1CC2CCC(C1)N2 (2-chloro-4-fluoro-phenyl)-(3,8-diazabicyclo[3.2.1]oct-3-yl)methanone Methyl-4-(benzylamino)-2,3,5,6-tetrafluorobenzoate